N-(4-phenoxyphenyl)-5-tetrahydrofuran-2-yl-2-vinyl-pyrimidin-4-amine O(C1=CC=CC=C1)C1=CC=C(C=C1)NC1=NC(=NC=C1C1OCCC1)C=C